C(C)C1=CC=2N(C(C=C(N2)C(F)(F)F)=O)C=C1 8-ethyl-2-(trifluoromethyl)-4H-pyrido[1,2-a]pyrimidin-4-one